BrC(C)C=1C=C(C=C2C(C=C(OC12)C=1NC2=CC=CC=C2C1)=O)C(F)(F)F 8-(1-Bromoethyl)-2-(1H-indol-2-yl)-6-(trifluoromethyl)-chromen-4-one